3-Bromo-2-oxocyclohexane-1-carboxylic acid ethyl ester C(C)OC(=O)C1C(C(CCC1)Br)=O